C(=O)(OC(C)(C)C)N[C@@H](C)C(=O)O Boc-(L)-alanine